11-((1'R,2'R)-2,6-dihydroxy-5'-methyl-2'-(prop-1-en-2-yl)-1',2',3',4'-tetrahydro-[1,1'-biphenyl]-4-yl)undecanoic acid OC1=C(C(=CC(=C1)CCCCCCCCCCC(=O)O)O)[C@H]1[C@@H](CCC(=C1)C)C(=C)C